5-fluoro-7-(hydroxymethyl)-2-[(oxan-4-ylsulfanyl)methyl]-3H-quinazolin-4-one FC1=C2C(NC(=NC2=CC(=C1)CO)CSC1CCOCC1)=O